N-(3-(2-methylpyrrolidin-1-yl)-1H-pyrazol-4-yl)pyrazolo[1,5-a]pyrimidine-3-carboxamide CC1N(CCC1)C1=NNC=C1NC(=O)C=1C=NN2C1N=CC=C2